N'-hydroxypyrazine-2-carboximidamide ON=C(N)C1=NC=CN=C1